C1CCCC=2C3=CC(=CC=C3NC12)S(=O)(=O)NC1=CC=C(C(=O)O)C=C1 4-(2,3,4,9-tetrahydro-1H-carbazole-6-sulfonamido)benzoic acid